CN1CCN(CC1)C1=CC=C(C=N1)NC1=NC2=C(C=CC=C2C=N1)C1CN(CCC1)C(C=C)=O 1-(3-(2-((6-(4-methylpiperazin-1-yl)pyridin-3-yl)amino)quinazolin-8-yl)piperidin-1-yl)prop-2-en-1-one